[Ni].[Sn].[Si] silicon-tin-nickel